FC1=C(C=C(C=C1)CN1CCCCC1)C=1C=C2C(=CC=NC2=CC1)NC=1C=CC2=C(N=CS2)C1 N-(6-(2-fluoro-5-(piperidin-1-ylmethyl)phenyl)quinolin-4-yl)benzo[d]thiazol-5-amine